NC=1SC2=C(C1C#N)C1(CNC1)CCC2 2-aminospiro[6,7-dihydro-5H-benzothiophene-4,3'-azetidine]-3-carbonitrile